2-decanol CC(CCCCCCCC)O